2-Amino-N-[5-(1,3-dihydrofuro[3,4-c]pyridin-6-ylcarbamoyl)-4-fluoro-2-methylphenyl]-1,3-thiazole-5-carboxamide NC=1SC(=CN1)C(=O)NC1=C(C=C(C(=C1)C(NC1=CC2=C(C=N1)COC2)=O)F)C